(S,E)-1-amino-4-(4-((4-ethylpyridin-2-yl)carbamoyl)phenyl)-2-(1-(pent-2-enoyl)piperidin-2-yl)-1H-imidazole-5-carboxamide NN1C(=NC(=C1C(=O)N)C1=CC=C(C=C1)C(NC1=NC=CC(=C1)CC)=O)[C@H]1N(CCCC1)C(\C=C\CC)=O